C(C=C)[P](C1=CC=CC=C1)=O Allyl-(phenyl)phosphorus oxide